6-(3-methyl-1-(o-tolyl)-1H-pyrazol-5-yl)-2-azaspiro[3.3]heptane 2,2,2-trifluoroacetate FC(C(=O)O)(F)F.CC1=NN(C(=C1)C1CC2(CNC2)C1)C1=C(C=CC=C1)C